C(=O)(O)S(=O)C carboxymethyl sulfoxide